[N-]=C=O.[N-]=C=O.C1(=CC=CC=C1)CCC1=CC=CC=C1 1,2-diphenylethane diisocyanate